N-(4-methylbenzenesulfonyl)-S-phenyl-S-(2-methoxyphenyl)sulfilimine CC1=CC=C(C=C1)S(=O)(=O)N=S(C1=C(C=CC=C1)OC)C1=CC=CC=C1